CC1=CC(=NC=C1OC1=CC(=C2C(=N1)N(C=N2)C)NC=2N=NC(=CC2)N2CC1CCC(C2)O1)C#N 4-methyl-5-[3-methyl-7-[[6-(8-oxa-3-azabicyclo[3.2.1]octan-3-yl)pyridazin-3-yl]amino]imidazo[4,5-b]pyridin-5-yl]oxypyridine-2-carbonitrile